C(C)(C)(C)OC(=O)NCCCNC(C(=C)C)=O N-[3-(N-t-butoxycarbonylamino)propyl]Methacrylamide